OCCNC1=C(C=C(C=C1)Cl)[N+](=O)[O-] 4-(β-hydroxyethyl)amino-3-nitro-chlorobenzene